CC=1C=C(C=CC1)N(C1(CC=C(C=C1)C1=CC=CC=C1)N)C1=CC(=CC=C1)C N,N-bis(3-methylphenyl)-1,1-biphenyl-4,4-diamine